P(=O)(O)(O)OC1=C(C=C(C=C1)C1=CC=NC2=CC(=CC=C12)OC)C 4-(7-methoxyquinoline-4-yl)-2-methylphenol phosphate